C1(C(C(=CC(=C1)C)C)C1=C2C=CC(C(=C3C=CC(=C(C=4C=CC(=C(C5=CC=C1N5)C5C(C=C(C=C5C)C)C)N4)C4C(C=C(C=C4C)C)C)N3)C3C(C=C(C=C3C)C)C)=N2)C dihydrotetramesitylporphyrin